FC1(CN(C2C(N(CCC21)CC(C(=O)OCC2=CC=C(C=C2)OC)(C)C)=O)C(=O)OC(C)(C)C)F tert-butyl 3,3-difluoro-6-(3-((4-methoxybenzyl) oxy)-2,2-dimethyl-3-oxopropyl)-7-oxooctahydro-1H-pyrrolo[2,3-c]pyridine-1-carboxylate